N,N-dimethyl-1H-imidazole-2-carboxamide CN(C(=O)C=1NC=CN1)C